(3-((2-amino-3-chloropyridin-4-yl)thio)-6-chloro-1-(tetrahydro-2H-pyran-2-yl)-1H-pyrazolo[3,4-b]pyrazin-5-yl)methanol NC1=NC=CC(=C1Cl)SC1=NN(C2=NC(=C(N=C21)CO)Cl)C2OCCCC2